C(C)(C)(C)OC(NC=1C=C2C(=NC=NC2=CC1)C(F)(F)F)=O 4-trifluoromethylquinazolin-6-carbamic acid tert-butyl ester